ClC=1C=C(OCC(=O)O)C=C(C1CC1=CC(=C(C=C1)O)C=1C=NN(C1)C1CC1)Cl 2-[3,5-dichloro-4-[[3-(1-cyclopropylpyrazol-4-yl)-4-hydroxy-phenyl]methyl]phenoxy]acetic acid